2-(benzotriazol-1-yl)-N-[(3-chlorophenyl)methyl]-N-[5-(1-tetrahydropyran-2-ylpyrazol-4-yl)-2-pyridyl]acetamide N1(N=NC2=C1C=CC=C2)CC(=O)N(C2=NC=C(C=C2)C=2C=NN(C2)C2OCCCC2)CC2=CC(=CC=C2)Cl